N-(cis-3-((4-Methoxy-5-(quinoxalin-6-yl)pyrrolo[2,1-f][1,2,4]triazin-2-yl)amino)-1-methylcyclobutyl)propionamide COC1=NC(=NN2C1=C(C=C2)C=2C=C1N=CC=NC1=CC2)NC2CC(C2)(C)NC(CC)=O